N1-(3-(2-methoxyethoxy)-4-(4-(trifluoromethyl)piperidin-1-yl)phenyl)cyclohexane-1,4-diamine COCCOC=1C=C(C=CC1N1CCC(CC1)C(F)(F)F)NC1CCC(CC1)N